N1=C(C=CC=C1)C1=NC=CC=C1.[F] fluorine bipyridine